tert-Butyl 2-(4-(difluoromethyl)-1-(2-(trifluoromethyl)phenyl)-1H-pyrazol-5-yl)-7-azaspiro[3.5]non-1-ene-7-carboxylate FC(C=1C=NN(C1C1=CC2(C1)CCN(CC2)C(=O)OC(C)(C)C)C2=C(C=CC=C2)C(F)(F)F)F